(R)-2-(6-((1-methylpiperidin-3-yl)amino)-4-(trifluoromethyl)pyridazin-3-yl)-5-(trifluoromethyl)phenol CN1C[C@@H](CCC1)NC1=CC(=C(N=N1)C1=C(C=C(C=C1)C(F)(F)F)O)C(F)(F)F